3-methylkaempferol CC1(C(OC=2C=C(C=C(C2C1=O)O)O)C1=CC=C(O)C=C1)O